ClC1=NN(C(=C1)C)C1(CC1)C(=O)N[C@H](C(=O)O)CCN(CCCCC1=NC=2NCCCC2C=C1)C[C@@H](CF)OC (S)-2-(1-(3-chloro-5-methyl-1H-pyrazol-1-yl)cyclopropane-1-carboxamido)-4-(((S)-3-fluoro-2-methoxypropyl)(4-(5,6,7,8-tetrahydro-1,8-naphthyridin-2-yl)butyl)amino)butanoic acid